(2S,5R)-3-(2-(benzo[d][1,3]dioxol-5-yl)ethyl)-2-(1-(4-bromophenyl)-3-(4-fluorophenyl)-1H-pyrazol-4-yl)-5-methyl-oxazolidin-4-one O1COC2=C1C=CC(=C2)CCN2[C@@H](O[C@@H](C2=O)C)C=2C(=NN(C2)C2=CC=C(C=C2)Br)C2=CC=C(C=C2)F